ClC=1C(NC=CC1)=O 3-chloropyridin-2(1H)one